BrC=1C=2CCC2C(=C2CCC12)N 7-bromotricyclo[6.2.0.03,6]Deca-1,3(6),7-trien-2-amine